(S)-5-oxopyrrolidine-2-carboxylic acid tert-butyl ester C(C)(C)(C)OC(=O)[C@H]1NC(CC1)=O